C(C)C(=C(C(=O)N)CCN)CC diethyl-aminoethyl-acrylamide